(E)-4-fluorobenzaldehyde O-(1-methyl-3-(trifluoromethyl)-1H-pyrazole-4-carbonyl) oxime CN1N=C(C(=C1)C(=O)O\N=C\C1=CC=C(C=C1)F)C(F)(F)F